(R)-1,4-dibenzyl 2-tert-butyl piperazine-1,2,4-tricarboxylate N1([C@H](CN(CC1)C(=O)OCC1=CC=CC=C1)C(=O)OC(C)(C)C)C(=O)OCC1=CC=CC=C1